3-bromo-N-(oxetan-3-yl)benzamide BrC=1C=C(C(=O)NC2COC2)C=CC1